C(C(=C)C)(=O)O.C1(=CC=CC=C1)C1=CC=CC=C1 o-biphenyl methacrylate